exo-dopamine NCCC1=CC(O)=C(O)C=C1